ClC1=C(C(=O)NC2=CC=C(C=C2)Cl)C=C(C(=C1)F)N1C(N(C(N(C1=O)C)=S)C)=O 2-chloro-N-(4-chlorophenyl)-5-(3,5-dimethyl-2,6-dioxo-4-thioxo-1,3,5-triazin-1-yl)-4-fluorobenzamide